C(#C)C=1C(=CC=C2C=C(C=C(C12)C1=CC=C2C(=NC(=NC2=C1F)OC[C@]12CCCN2C[C@@H](C1)F)N1C(C2CCC(C1)N2)=O)O)F 3-(7-(8-ethynyl-7-fluoro-3-hydroxynaphthalen-1-yl)-8-fluoro-2-(((2R,7aS)-2-fluorotetrahydro-1H-pyrrolizin-7a(5H)-yl)methoxy)quinazolin-4-yl)-3,8-diazabicyclo[3.2.1]octan-2-one